BrC=1C(=NC=NC1C1C(C1)F)O 5-bromo-6-(2-fluorocyclopropyl)pyrimidin-4-ol